[Si](C1=CC=CC=C1)(C1=CC=CC=C1)(C(C)(C)C)OC[C@H](C)N(C(OC(C)(C)C)=O)CCOCCCC#CC1=C(C=C(C=C1B1OC(C(O1)(C)C)(C)C)OCOC)C tert-butyl (S)-(1-((tert-butyldiphenylsilyl)oxy)propan-2-yl)(2-((5-(4-(methoxymethoxy)-2-methyl-6-(4,4,5,5-tetramethyl-1,3,2-dioxaborolan-2-yl)phenyl)pent-4-yn-1-yl)oxy)ethyl)carbamate